Cl.ClC=1C=C(C=CC1Cl)N1N=C(C=C1C)OCCCCN1CCC(CC1)C1=CC=CC=C1 1-{4-[1-(3,4-dichlorophenyl)-5-methyl-1H-pyrazol-3-yloxy]butyl}-4-phenylpiperidine hydrochloride